dipotassium zinc [Zn].[K].[K]